NC=1C2=C(N=C(N1)NC1=CC=C(C=C1)N1CCOCC1)C(=NC=C2)C=2C=C(C=CC2)NC(C#C)=O N-(3-(4-amino-2-((4-morpholinylphenyl)amino)pyrido[3,4-d]pyrimidin-8-yl)phenyl)propynamide